3-[4-[4-[1-[2-chloro-6-methoxy-4-(1,4,5-trimethyl-6-oxo-3-pyridinyl)benzoyl]-4-piperidinyl]-1-piperidinyl]-3-fluoro-anilino]piperidine-2,6-dione TFA salt OC(=O)C(F)(F)F.ClC1=C(C(=O)N2CCC(CC2)C2CCN(CC2)C2=C(C=C(NC3C(NC(CC3)=O)=O)C=C2)F)C(=CC(=C1)C1=CN(C(C(=C1C)C)=O)C)OC